CC=1C=C2C(=CC(=NC2=CC1)C(F)(F)F)N[C@@H]1C[C@@H](CCC1)NC(=O)C1=CC=C2CCN(CC2=C1)C(=O)OC(C)(C)C tert-butyl 7-{[(1r,3s)-3-{[6-methyl-2-(trifluoromethyl) quinolin-4-yl] amino} cyclohexyl] carbamoyl}-1,2,3,4-tetrahydroisoquinoline-2-carboxylate